NCCN1N=C(C=C1)C1=CC=C(C=C1)C1=CC=C(C=C1)C1=CC2=C(NC(=N2)OC=2C=CC(=C(C(=O)O)C2)C)C=C1Cl 5-((5-(4'-(1-(2-aminoethyl)-1H-pyrazol-3-yl)-[1,1'-biphenyl]-4-yl)-6-chloro-1H-benzo[d]imidazol-2-yl)oxy)-2-methylbenzoic acid